C(#N)CCOC1=C2N=CN(C2=NC(=N1)NC(COC1=CC=CC=C1)=O)[C@@H]1O[C@@H](CN(C1)C(C1=CC=CC=C1)(C1=CC=CC=C1)C1=CC=CC=C1)COC(CCC(=O)O)=O 4-{{(2S,6R)-6-{6-(2-Cyanoethoxy)-2-[(2-phenoxyacetyl)amino]purin-9-yl}-4-tritylmorpholin-2-yl}methoxy}-4-oxobutanoic acid